FC1(CC12CN([C@@H](C2)C(=O)N[C@@H](C[C@H]2C(NCC2)=O)C(COC(F)(F)F)=O)C(C(=O)NC2=C(C=CC=C2)F)=O)F (6S)-1,1-difluoro-5-(2-((2-fluorophenyl)amino)-2-oxoacetyl)-N-((S)-3-oxo-1-((S)-2-oxopyrrolidin-3-yl)-4-(trifluoromethoxy)butan-2-yl)-5-azaspiro[2.4]heptane-6-carboxamide